BrC1=CC2=C(CCC=3C(=NN(C23)C2=CC(=CC(=C2)Cl)Cl)C(=O)N2C(COCC2)(C)C)C=C1OC [8-bromo-1-(3,5-dichlorophenyl)-7-methoxy-4,5-dihydrobenzo[g]indazol-3-yl]-(3,3-dimethylmorpholin-4-yl)methanone